COC(CCC1=CC2=C(CN(CC2)C(=O)OC(C)(C)C)S1)=O tert-butyl 2-(3-methoxy-3-oxopropyl)-5,7-dihydro-4H-thieno[2,3-c]pyridine-6-carboxylate